ClCC(CNC1=CC=CC2=CC=C(C=C12)C1=NC=CC=C1)O 1-chloro-3-[[7-(2-pyridyl)-1-naphthyl]amino]propan-2-ol